NC1=C(C=CC=C1)CNC=1C=2N(N=C(C1)NC(CC)CC)C(=NN2)C(C)C N8-[(2-aminophenyl)methyl]-N6-(1-ethylpropyl)-3-isopropyl-[1,2,4]triazolo[4,3-b]pyridazine-6,8-diamine